C1(=CC=CC=C1)[S+](C1=CC=C(C=C1)O)C1=CC=CC=C1 diphenyl-4-hydroxyphenylsulfonium